2-(2-(1-(2-(methylthio)ethyl)-2-oxo-1,2-dihydropyridin-3-yl)ethyl)isoindoline-1,3-dione CSCCN1C(C(=CC=C1)CCN1C(C2=CC=CC=C2C1=O)=O)=O